O[C@H]1C[C@@H](CCC1)N1C(C2(C3=C1N=C(N=C3)NC=3C=NN1C3CNCC1)CC2)=O 7'-((1R,3R)-3-hydroxycyclohexyl)-2'-((4,5,6,7-tetrahydropyrazolo[1,5-a]pyrazin-3-yl)amino)spiro[cyclopropane-1,5'-pyrrolo[2,3-d]pyrimidin]-6'(7'H)-one